2-(1-(4-chlorophenyl)ethyl)-10H-phenothiazine ClC1=CC=C(C=C1)C(C)C1=CC=2NC3=CC=CC=C3SC2C=C1